FC(OC1=CC=CC=C1)(F)F trifluoromethoxybenzene